OC=1C(=C(C=C(C1)CCCCC)[O-])C1CC(=CCC1C(=C)C)C 3-hydroxy-2-(6-isopropenyl-3-methylcyclohex-3-enyl)-5-pentylphenolate